OCCN1CCN(CC1)C1=NC(=C(C#N)C(=C1)C(F)(F)F)N1CC(CCC1)CO 6-(4-(2-Hydroxyethyl)piperazin-1-yl)-2-(3-(hydroxymethyl)-piperidin-1-yl)-4-(trifluoromethyl)nicotinonitrile